3a-(5,6-dimethoxy-2-pyridyl)-1-methyl-3,4,5,6,7,7a-hexahydro-2H-indole COC=1C=CC(=NC1OC)C12CCN(C2CCCC1)C